tert-butyl (1R,4R,5S)-5-((3-acetyl-7-bromo-8-fluoro-6-methyl-2-(methylthio)quinolin-4-yl) amino)-2-azabicyclo[2.1.1]hexane-2-carboxylate C(C)(=O)C=1C(=NC2=C(C(=C(C=C2C1N[C@H]1[C@H]2CN([C@@H]1C2)C(=O)OC(C)(C)C)C)Br)F)SC